[C@H]12CSC[C@H](CC1)N2C2=C(C=C(C=C2)N2C(O[C@H](C2)CO)=O)F (R)-3-(4-((1R,5S)-3-thia-8-azabicyclo[3.2.1]oct-8-yl)-3-fluorophenyl)-5-(hydroxymethyl)oxazolidin-2-one